(3aR,5s,6aS)-2-((tetrahydro-2H-pyran-4-yl)methyl)-N-(6-(2-(trifluoro-methoxy)phenyl)-4-(trifluoromethyl)pyridazin-3-yl)octahydro-cyclopenta[c]pyrrol-5-amine O1CCC(CC1)CN1C[C@@H]2[C@H](C1)CC(C2)NC=2N=NC(=CC2C(F)(F)F)C2=C(C=CC=C2)OC(F)(F)F